FC1=C(C(=CC=C1)F)C=1SC2=C(C=[N+](C=C2)[O-])N1 2-(2,6-difluorophenyl)thiazolo[4,5-c]pyridine 5-oxide